3-(3-ethyl-1,1-dioxido-7-((tetrahydro-2H-pyran-4-yl)amino)benzo[b]thiophen-2-yl)prop-2-yn C(C)C=1C2=C(S(C1C#CC)(=O)=O)C(=CC=C2)NC2CCOCC2